C(C)(C)ONC(C(=C)C)=O N-isopropoxy-methylacrylamide